3-acryloxypropyltrimethoxy-methyltrimethoxy-silane C(C=C)(=O)OCCCCO[Si](OC(OC)(OC)OC)(OC)C